NC1=C(C(=O)N[C@H](C(=O)O)C2=CC(=CC=C2)Cl)C=CC(=C1)Br (S)-2-(2-amino-4-bromobenzoylamino)-2-(3-chlorophenyl)acetic acid